4-[(5-methyl-7-pyrrolidin-1-yl-[1,2,4]triazolo[1,5-a]pyrimidin-6-yl)methyl]benzoic acid CC1=NC=2N(C(=C1CC1=CC=C(C(=O)O)C=C1)N1CCCC1)N=CN2